C(C)OC(C(C(=O)OCC)=CNC1=CC(=C(C=C1)Br)OCCCOC)=O.CN(C=O)C N,N-dimethylformamide diethyl-2-[[4-bromo-3-(3-methoxypropoxy)anilino]methylene]propanedioate